3-((1S,2S)-2-(difluoromethyl)cyclopropyl)-3-oxo-N-(1H-pyrrol-1-yl)propanamide FC([C@@H]1[C@H](C1)C(CC(=O)NN1C=CC=C1)=O)F